3-[[2-[(2R)-3-(3,4-dihydro-1H-isoquinolin-2-yl)-2-hydroxy-propyl]-1-oxo-3,4-dihydroisoquinolin-6-yl]amino]piperidine-1-carboxylic acid tert-butyl ester C(C)(C)(C)OC(=O)N1CC(CCC1)NC=1C=C2CCN(C(C2=CC1)=O)C[C@@H](CN1CC2=CC=CC=C2CC1)O